t-butyl Cumyl peroxide C(C)(C)(C1=CC=CC=C1)OOC(C)(C)C